N-(2-((8-((2,6-dimethylbenzyl)amino)-2,3-dimethylimidazo[1,2-a]pyridin-6-yl)amino)-2-oxoethyl)-2,2-difluoropropanamide CC1=C(CNC=2C=3N(C=C(C2)NC(CNC(C(C)(F)F)=O)=O)C(=C(N3)C)C)C(=CC=C1)C